(fluoro(2-(((3S,6S,9R,10aR)-3-(3-(4-methoxypyridin-3-yl)azetidine-1-carbonyl)-5-oxo-9-propyldeca-hydropyrrolo[1,2-a]azocin-6-yl)carbamoyl)benzo[b]thiophen-5-yl)methyl)phosphonic acid FC(C1=CC2=C(SC(=C2)C(N[C@H]2CC[C@H](C[C@@H]3N(C2=O)[C@@H](CC3)C(=O)N3CC(C3)C=3C=NC=CC3OC)CCC)=O)C=C1)P(O)(O)=O